ONS(=O)(=O)CC hydroxy-ethyl-sulfonamide